2,6-bis(2-pyrazinyl)-4-(4-pyridyl)pyridine N1=C(C=NC=C1)C1=NC(=CC(=C1)C1=CC=NC=C1)C1=NC=CN=C1